palladium(II) bis(tetrafluoroborate) F[B-](F)(F)F.F[B-](F)(F)F.[Pd+2]